C(#N)COC1=C(C(=C(C=C1)C1=CN=C2N1C=CN=C2NC2=CC(=C(C(=O)N1CCC(CC1)C(=O)O)C=C2)C)F)F 1-(4-((3-(4-(cyanomethoxy)-2,3-difluorophenyl)imidazo[1,2-a]pyrazin-8-yl)amino)-2-methylbenzoyl)piperidine-4-carboxylic acid